(2S)-1-((2-oxo-1-(3-(trifluoromethyl)-6,7,8,9-tetrahydropyrido[3,2-b]indolizin-7-yl)pyrrolidin-3-yl)oxy)propan O=C1N(CCC1OCCC)C1CCN2C3=C(C=C2C1)C=C(C=N3)C(F)(F)F